(2R,4R)-6-chloro-N-(3-{4-[(3R)-3-(difluoromethoxy)pyrrolidine-1-carbonyl]-1H-pyrazol-1-yl}bicyclo[1.1.1]pentan-1-yl)-4-hydroxy-3,4-dihydro-2H-1-benzopyran-2-carboxamide ClC=1C=CC2=C([C@@H](C[C@@H](O2)C(=O)NC23CC(C2)(C3)N3N=CC(=C3)C(=O)N3C[C@@H](CC3)OC(F)F)O)C1